1-(3-nitrophenyl)prop-2-en-1-one [N+](=O)([O-])C=1C=C(C=CC1)C(C=C)=O